(R)-4-amino-N-(5-(1-aminobutyl)pyridin-3-yl)-1-(4-(methoxymethyl)-2,6-dimethylphenyl)-6-oxo-1,6-dihydropyrimidine-5-carboxamide NC=1N=CN(C(C1C(=O)NC=1C=NC=C(C1)[C@@H](CCC)N)=O)C1=C(C=C(C=C1C)COC)C